FC=1C=CC=C2C(=CNC12)CCN(CC(C)C)C(C)C N-(2-(7-fluoro-1H-indol-3-yl)ethyl)-N-isopropyl-2-methylpropan-1-amine